ClC1=CC=C(C=C1)C1=CC=C(N1)C(=O)NC1=NC(=CC=C1)C1=NN=CN1C(C)C 5-(4-chlorophenyl)-N-(6-(4-isopropyl-4H-1,2,4-triazol-3-yl)pyridin-2-yl)-1H-pyrrole-2-carboxamide